FC1=C(C=C(C=C1)C1=NN(C2=NC=NC(=C21)N)C(C)C)C 3-(4-fluoro-3-methylphenyl)-1-isopropyl-1H-pyrazolo[3,4-d]pyrimidin-4-amine